BrC=1C=C2C=C(C(N(C2=NC1)CC=1C=NC=CC1)=O)C(=O)O 6-bromo-2-oxo-1-(3-pyridylmethyl)-1,8-naphthyridine-3-carboxylic acid